2-p-sulfinylanilinoethanol S(=O)=C1CC=C(NCCO)C=C1